(S)-2-(6-methyl-4-oxopyrrolo[1,2-d][1,2,4]triazin-3(4H)yl)-N-(1-(4-(trifluoromethoxy)phenyl)ethyl)acetamide CC1=CC=C2N1C(N(N=C2)CC(=O)N[C@@H](C)C2=CC=C(C=C2)OC(F)(F)F)=O